ClC=1C=CC(=C(C1)N1CC(N(CC1=O)C(C(=O)NC1=CC2=CN(N=C2C=C1)C)CC1=CC=CC=C1)=O)N1N=CC(=C1)Cl 2-(4-(5-chloro-2-(4-chloro-1H-pyrazol-1-yl)phenyl)-2,5-dioxopiperazin-1-yl)-N-(2-methyl-2H-indazol-5-yl)-3-phenylpropanamide